hydroxyoctanic acid OC(C(=O)O)CCCCCC